C(C1=CC=CC=C1)(C1=CC=CC=C1)N1CC(C1)C(CBr)CBr 1-benzhydryl-3-(1,3-dibromopropan-2-yl)azetidine